C1C=C(C2=CC=CC=C12)C1=CC=CC=2N3C(COCC21)=NN=C3C 7-(1H-inden-3-yl)-1-methyl-4H,6H-benzo[e][1,2,4]triazolo[3,4-c][1,4]oxazepine